CS(=O)(=O)[O-].C(CCCCCCCCCCC)[N+]1=C(C=CC=C1)CCC 1-Dodecyl-2-propylpyridinium methansulfonat